6,7-dimethoxy-quinazoline-4-thiol COC=1C=C2C(=NC=NC2=CC1OC)S